COC1=CC=C(C=C1)CC(C)=O 4-methoxyphenylacetone